C1(CCCCC1)CC1=CC=C(C=C1)OC 1-(cyclohexylmethyl)-4-methoxybenzene